C(C)(C)C1=NC(=CC2=C1NC1=CC=CC=C21)C(=O)N 1-isopropyl-9H-pyrido[3,4-b]indole-3-carboxamide